BrC=1C(=NN2C1C(N(CC2)C(=O)OC(C)(C)C)C)OC2=CC(=C(C(=C2)C)F)C tert-butyl 3-bromo-2-(4-fluoro-3,5-dimethylphenoxy)-4-methyl-6,7-dihydropyrazolo[1,5-a]pyrazine-5(4H)-carboxylate